COC1=CC=C(C=C1)C(C(=O)NC1=CC=C(C=C1)[Si](C)(C)C)NC(CN1C(OCC1)=O)=O 2-(4-methoxyphenyl)-2-(((2-oxo-1,3-oxazolidin-3-yl)acetyl)amino)-N-(4-(trimethylsilyl)phenyl)acetamide